di(2-benzylbenzoyl) peroxide C(C1=CC=CC=C1)C1=C(C(=O)OOC(C2=C(C=CC=C2)CC2=CC=CC=C2)=O)C=CC=C1